O=C1NC(CCC1N1C(C2=CC=C(C=C2C1=O)NCCCCCCN1N=CC(=C1)C1=NC2=C(C=CC=C2N=C1)C1CCNCC1)=O)=O 2-(2,6-dioxopiperidin-3-yl)-5-((6-(4-(8-(piperidin-4-yl)quinoxalin-2-yl)-1H-pyrazol-1-yl)hexyl)amino)isoindoline-1,3-dione